(S)-2-(hydrazinocarbonyl)pyrrolidine-1-carboxylic acid tert-butyl ester C(C)(C)(C)OC(=O)N1[C@@H](CCC1)C(=O)NN